C1(CC1)C=1C=C(C=CC1NC1=NC=C(C(=N1)NCCCN1C(CCCC1)=O)C(F)(F)F)N1CC(N(CC1)C)=O 4-(3-cyclopropyl-4-((4-((3-(2-oxopiperidin-1-yl)propyl)amino)-5-(trifluoromethyl)pyrimidin-2-yl)amino)phenyl)-1-methylpiperazin-2-one